ClC1=CC=C(C=C1)N1N=C(C=C1)OCC1=C(C=CC=C1)[N+](=O)[O-] 2-[(N-4-chlorophenyl)-1H-pyrazol-3-oxymethyl]nitrobenzene